1-(cyclohexylsulfonyl)-4-phenylpiperazine C1(CCCCC1)S(=O)(=O)N1CCN(CC1)C1=CC=CC=C1